8-acetyl-3,6-dimethyl-2-methylsulfanyl-quinoline-4-carbonitrile C(C)(=O)C=1C=C(C=C2C(=C(C(=NC12)SC)C)C#N)C